CC1(C2(OCCO2)CCC2(C1)OCC(C2)C2=NC=CN=C2)C 2-(6,6-dimethyl-1,4,9-trioxadispiro[4.2.48.25]tetradecan-11-yl)pyrazine